O1CCOC12CC=C(CC2)B2O[C@H]([C@@H](O2)C2=CC=CC=C2)C2=CC=CC=C2 (4S,5S)-2-{1,4-dioxaspiro[4.5]dec-7-en-8-yl}-4,5-diphenyl-1,3,2-dioxaborolane